dimethyl-aminopropyl-methyl-acrylamide CN(C(C(=CCCCN)C)=O)C